C(C)C1=CC=C(C=C1)N1N=C(CC1=O)C 1-(4-ethyl-phenyl)-3-methyl-5-pyrazolone